N-(5-(2-(2,2-dimethylpyrrolidin-1-yl)acetamido)-2-methylpyridin-3-yl)-6-(6-hydroxy-2-methyl-6,7-dihydro-5H-pyrazolo[5,1-b][1,3]oxazin-3-yl)pyrazolo[1,5-a]pyrazine-3-carboxamide CC1(N(CCC1)CC(=O)NC=1C=C(C(=NC1)C)NC(=O)C=1C=NN2C1C=NC(=C2)C=2C(=NN1C2OCC(C1)O)C)C